(2,2-difluorocyclopropyl)[1-(hydroxymethyl)-1H-1,2,4-triazol-5-yl]methanone FC1(C(C1)C(=O)C1=NC=NN1CO)F